CN(CC)[Sn] (methyl-ethyl-amino)tin